2-dimethylaminochloropropane CN(C(CCl)C)C